C(C=C)C1([C@H](N(CC1=O)C(=O)OC(C)(C)C)C(=O)OC)CC=O 1-(tert-butyl) 2-methyl (2S)-3-allyl-4-oxo-3-(2-oxoethyl)pyrrolidine-1,2-dicarboxylate